FC(C1=CC=C(C=C1)C1NCC2(CC2)CC1)(F)F 6-(4-(trifluoromethyl)phenyl)-5-azaspiro[2.5]octane